COC1=C(C=CC=C1)C(CN1C(N(C(C2=C1SC(=C2C)C=2OC=CN2)=O)C2(CCC2)C(=O)O)=O)OC2CCOCC2 (1-(2-(2-methoxyphenyl)-2-((tetrahydro-2H-pyran-4-yl)oxy)ethyl)-5-methyl-6-(oxazol-2-yl)-2,4-dioxo-1,4-dihydrothieno[2,3-d]pyrimidin-3(2H)-yl)cyclobutane-1-carboxylic acid